Methyl ((4-methyl-2-(((2RS,4S)-4-methyl-6-oxohexan-2-yl)oxy)phenyl)sulfonyl)-L-prolinate CC1=CC(=C(C=C1)S(=O)(=O)N1[C@@H](CCC1)C(=O)OC)O[C@H](C)C[C@@H](CC=O)C |&1:20|